C(C)(C)(C)OC(=O)N1CCN(CC1)C1=CC=C(C=C1)C=1C=C2C(N(CC2=CC1)[C@@H](C=1NC2=CC=CC=C2C1)C1=C(C=CC(=C1)Cl)OC)=O (R)-4-(4-(2-((5-chloro-2-methoxyphenyl)(1H-indol-2-yl)methyl)-3-oxoisoindol-5-yl)phenyl)piperazine-1-carboxylic acid tert-butyl ester